(S)-3-(1-ethoxyethyl)-5-fluorobenzoic acid C(C)O[C@@H](C)C=1C=C(C(=O)O)C=C(C1)F